NC1C(COC2=CC=C(C(=C12)F)F)O 4-amino-5,6-difluorochroman-3-ol